C1(CCCCC1)(N)N (1R,2R)-(-)-cyclohexanediamine